O1CCC=C(C1)C1=CC=C2C(=N1)SC(=N2)N (3,6-dihydro-2H-pyran-5-yl)thiazolo[5,4-b]pyridin-2-amine